(S)-6-(cyclopropanecarboxamido)-N-ethoxy-4-((2,4,5-trimethyl-4,5-dihydro-2H-[1,2,3]triazolo[4,5-c][1,7]naphthyridin-6-yl)amino)pyridazine-3-carboxamide C1(CC1)C(=O)NC1=CC(=C(N=N1)C(=O)NOCC)NC1=NC=CC=2C=3C([C@@H](N(C12)C)C)=NN(N3)C